O=C1NC(CCC1N1C(C2=CC=CC(=C2C1=O)NCC1=CC=C(C=C1)CN1CCN(CC1)C1=NC=C(C=C1)F)=O)=O 2-(2,6-dioxopiperidin-3-yl)-4-(4-((4-(5-fluoropyridin-2-yl)piperazin-1-yl)methyl)benzylamino)isoindoline-1,3-dione